C1(CC1)NC(=O)C1=CN=C2N1N=C(C=C2NC)NC=2C(N(C=CC2)C2=NC=C(C=C2)C(=O)O)=O ((3-(cyclopropylcarbamoyl)-8-(methylamino)imidazo[1,2-b]pyridazin-6-yl)amino)-2-oxo-2H-[1,2'-bipyridine]-5'-carboxylic acid